N1(CCN(CCNCCC1)CC=1C(=C(C=C(C1)C)C(C(=O)N)(CO)O)O)CC=1C(=C(C=C(C1)C)C(C(=O)N)(CO)O)O N'-{1,4,7-triazecane-1,4-diylbis[methylene(2-hydroxy-5-methyl-3,1-phenylene)]}bis(2,3-dihydroxypropanamide)